p-toluyl-sulfonate C1(=CC=C(C=C1)S(=O)(=O)[O-])C